4-(6-chloro-8-fluoro-2-(((3S)-1-(2-hydroxy-cyclohexyl)pyrrolidin-3-yl)methoxy)-4-((1S,5R)-1-methyl-3,8-diazabicyclo[3.2.1]octan-3-yl)quinazolin-7-yl)naphthalen-2-ol ClC=1C=C2C(=NC(=NC2=C(C1C1=CC(=CC2=CC=CC=C12)O)F)OC[C@@H]1CN(CC1)C1C(CCCC1)O)N1C[C@@]2(CC[C@H](C1)N2)C